(4-(4-(4-(4-(4-chlorophenoxy)phenyl)-5-ethylthiazol-2-yl)piperidin-1-yl)butyl)-1-methyl-1H-indole-5-carbonitrile ClC1=CC=C(OC2=CC=C(C=C2)C=2N=C(SC2CC)C2CCN(CC2)CCCCC=2N(C3=CC=C(C=C3C2)C#N)C)C=C1